2-{[2',4'-dichloro-4-({[1-(dimethylamino)propan-2-yl]oxy}carbonyl)-[1,1'-biphenyl]-3-yl]carbamoyl}-5-hydroxybenzene-1,4-dicarboxylic acid ClC1=C(C=CC(=C1)Cl)C1=CC(=C(C=C1)C(=O)OC(CN(C)C)C)NC(=O)C1=C(C=C(C(=C1)C(=O)O)O)C(=O)O